The molecule is a fifth-generation cephalosporin antibiotic having (5-amino-4-{[(2-aminoethyl)carbamoyl]amino}-1-methyl-1H-pyrazol-2-ium-2-yl)methyl and [(2Z)-2-(5-amino-1,2,4-thiadiazol-3-yl)-2-{[(2-carboxypropan-2-yl)oxy]imino}acetyl]amino side groups located at positions 3 and 7 respectively; developed for the treatment of infections with gram-negative bacteria that have become resistant to conventional antibiotics. It is a cephalosporin and a member of thiadiazoles. CC(C)(C(=O)O)O/N=C(/C1=NSC(=N1)N)\\C(=O)N[C@H]2[C@@H]3N(C2=O)C(=C(CS3)C[N+]4=CC(=C(N4C)N)NC(=O)NCCN)C(=O)[O-]